(1S,2R)-2-Carbamoylcyclohexanaminium C(N)(=O)[C@H]1[C@H](CCCC1)[NH3+]